tert-butyl 4-(1-methyl-7-((3-(2-(methylamino)-2-oxoethyl)phenyl)amino)-6,7-dihydro-5H-benzo[c][1,2,3]triazolo[1,5-a]azepin-9-yl)-3,6-dihydropyridine-1(2H)-carboxylate CC=1N=NN2C1C1=C(C(CC2)NC2=CC(=CC=C2)CC(=O)NC)C=C(C=C1)C=1CCN(CC1)C(=O)OC(C)(C)C